COCC[C@H](C1=C(C=C(C=C1F)F)F)N1C[C@@H](N([C@@H](C1)C)C(C(C)C)=O)C(=O)NCC1=CC=C(C=C1)C1=NC=CC=N1 (2R,6R)-4-[(1R)-3-methoxy-1-(2,4,6-trifluorophenyl)propyl]-6-methyl-1-(2-methylpropanoyl)-N-{[4-(pyrimidin-2-yl)phenyl]methyl}piperazine-2-carboxamide